(S)-6-(1-(2-oxo-1-(3,4,5-trifluorobenzyl)pyrrolidin-3-yl)piperidin-4-yl)benzo[d]oxazol-2(3H)-one O=C1N(CC[C@@H]1N1CCC(CC1)C1=CC2=C(NC(O2)=O)C=C1)CC1=CC(=C(C(=C1)F)F)F